F[C@H]1CN(CC[C@H]1NC=1C=2N(C=CC1)C(=C(N2)C#CCNC2=C(C=C(C=C2)C(NC)=O)OC)SC(F)(F)F)C(=O)OC(C)(C)C tert-butyl (3S,4R)-3-fluoro-4-{[2-(3-{[2-methoxy-4-(methylcarbamoyl)phenyl]amino}prop-1-yn-1-yl)-3-[(trifluoromethyl)sulfanyl]imidazo[1,2-a]pyridin-8-yl]amino}piperidine-1-carboxylate